NC1=NC=C(C2=C1C(=NN2CC)C2=CC(=C(C=C2F)NS(=O)(=O)C2=C(C=CC=C2)F)F)C2=CCC(CC2)NC2COC2 N-(4-(4-amino-1-ethyl-7-(4-(oxetan-3-ylamino)cyclohex-1-en-1-yl)-1H-pyrazolo[4,3-c]pyridin-3-yl)-2,5-difluorophenyl)-2-fluorobenzenesulfonamide